(S,E)-methyl 6-(2,5-dibromothiophene-3-carboxamido)-7-(1-(2-(2-adamantylamino)-2-oxoethyl)-2-oxo-1,2-dihydropyridin-3-ylamino)-7-oxohept-2-enoate BrC=1SC(=CC1C(=O)N[C@@H](CC/C=C/C(=O)OC)C(=O)NC=1C(N(C=CC1)CC(=O)NC1C2CC3CC(CC1C3)C2)=O)Br